tert-butyl (2R,5S)-5-[2-(4-chloro-3-fluorophenoxy)acetamido]-2-[5-(3,3,3-trifluoropropoxy)-1,3,4-oxadiazol-2-yl]piperidine-1-carboxylate ClC1=C(C=C(OCC(=O)N[C@H]2CC[C@@H](N(C2)C(=O)OC(C)(C)C)C=2OC(=NN2)OCCC(F)(F)F)C=C1)F